(2-(4-amino-3-(4-phenoxyphenyl)-1H-pyrazolo[3,4-d]pyrimidin-1-yl)ethyl)-2,3,4,5-tetrafluoro-6-(trifluoromethyl)benzenesulfonamide methyl-(E)-3-(4-hydroxy-3-methoxyphenyl)prop-2-enoate COC(\C=C\C1=CC(=C(C=C1)O)OC)=O.NC1=C2C(=NC=N1)N(N=C2C2=CC=C(C=C2)OC2=CC=CC=C2)CCNS(=O)(=O)C2=C(C(=C(C(=C2C(F)(F)F)F)F)F)F